4-[2-(4-chloro-3-fluorophenoxy)acetamido]-N-[(5-chloropyridin-2-yl)methyl]bicyclo[2.2.2]octane-1-carboxamide ClC1=C(C=C(OCC(=O)NC23CCC(CC2)(CC3)C(=O)NCC3=NC=C(C=C3)Cl)C=C1)F